BrCCCCCCCCC(OCCCCCCC)OCCCCCCC 9-bromo-1,1-diheptyloxynonane